(E)-2-(3-(trifluoromethyl)benzylidene)hydrazinecarboxamide FC(C=1C=C(\C=N\NC(=O)N)C=CC1)(F)F